N-((3R,4S)-1-((4-chlorobutyl)sulfonyl)-3-methylpiperidin-4-yl)-8-cyclobutoxy-7-(1H-pyrazol-4-yl)-[1,2,4]triazolo[1,5-c]pyrimidin-2-amine ClCCCCS(=O)(=O)N1C[C@H]([C@H](CC1)NC1=NN2C=NC(=C(C2=N1)OC1CCC1)C=1C=NNC1)C